tert-butyl (3S,4S)-4-fluoro-3-[[6-[7-[2-methyl-3-(2-trimethylsilylethoxymethyl)imidazol-4-yl]imidazo[1,2-a]pyridin-3-yl]-2-pyridyl]amino]piperidine-1-carboxylate F[C@@H]1[C@H](CN(CC1)C(=O)OC(C)(C)C)NC1=NC(=CC=C1)C1=CN=C2N1C=CC(=C2)C=2N(C(=NC2)C)COCC[Si](C)(C)C